COC1=CC=C(CN2C=C(C3C(=CC=NC23)C(=O)OC)CC=O)C=C1 Methyl 1-(4-methoxybenzyl)-3-(2-oxoethyl)-3a,7a-dihydro-1H-7-azaindole-4-carboxylate